Hexamethyldihydro-4H-benzoquinolizinoacridine CC1(C=CC=2C(C(C(N3C=CC4=C(C=CC=5N=C6C=CC=CC6=CC45)C23)(C)C)(C)C)=C1)C